C1(=CC(=CC(=C1)C=1C2=C(C(=C(C2=CC=CC1)C(=O)O)N)C(=O)O)C=1C2=C(C(=C(C2=CC=CC1)C(=O)O)N)C(=O)O)C=1C2=C(C(=C(C2=CC=CC1)C(=O)O)N)C(=O)O.ClC=1C(=NC=C(C(=O)N(C)[C@H]2COCC=3NC(C=4C=C(C=CC4C32)F)=O)C1)C(F)(F)F (R)-5-chloro-N-(8-fluoro-6-oxo-1,4,5,6-tetrahydro-2H-pyrano[3,4-c]isoquinolin-1-yl)-N-methyl-6-(trifluoromethyl)nicotinamide (benzene-1,3,5-triyl)tris(2-aminoazulene-1,3-dicarboxylate)